1-(3-ethylquinoxalin-6-yl)ethan-1-ol 2-methoxyethyl-(1R,3s,5S)-3-((4-chloro-6-((5-methyl-1H-pyrazol-3-yl)amino)pyrimidin-2-yl)(methyl)amino)-9-azabicyclo[3.3.1]nonane-9-carboxylate COCC[C@]12C[C@H](C[C@H](CCC1)N2C(=O)OC(C)C=2C=C1N=C(C=NC1=CC2)CC)N(C)C2=NC(=CC(=N2)Cl)NC2=NNC(=C2)C